1-(2-((7-bromoquinolin-4-yl)oxy)ethyl)-5-(1-methyl-1H-pyrazol-4-yl)pyrazin-2(1H)-one BrC1=CC=C2C(=CC=NC2=C1)OCCN1C(C=NC(=C1)C=1C=NN(C1)C)=O